tert-butyl (2-methyl-1-(p-tolyloxy)propan-2-yl)carbamate CC(COC1=CC=C(C=C1)C)(C)NC(OC(C)(C)C)=O